5,6-difluorobenzo[d]thiazole-2-carboxamide FC=1C(=CC2=C(N=C(S2)C(=O)N)C1)F